C1(CC1)COC1=C(C=O)C=CC=C1 2-(cyclopropylmethoxy)benzaldehyde